FC=1C=CC=C2C(NN=C(C12)C1=CC2=C(NC(=N2)NC(OC2CN(C2)C)=O)C=C1)=O 1-Methylazetidin-3-yl (5-(8-fluoro-4-oxo-3,4-dihydrophthalazin-1-yl)-1H-benzimidazol-2-yl)carbamate